C1N(CCC2=CC=CC=C12)C[C@H](CN1CCOC2=C(C1=O)C=CC(=C2)OC2CCOCC2)O 4-[(2R)-3-(3,4-dihydro-1H-isoquinolin-2-yl)-2-hydroxy-propyl]-8-tetrahydropyran-4-yloxy-2,3-dihydro-1,4-benzoxazepin-5-one